(S)-1-(7-((2-hydroxy-1-phenylethyl)amino)quinazolin-2-yl)-3-(pyrazin-2-yl)urea OC[C@H](C1=CC=CC=C1)NC1=CC=C2C=NC(=NC2=C1)NC(=O)NC1=NC=CN=C1